ethyl (4aS,9bR)-6-((diphenylmethylene)amino)-1,3,4,4a,5,9b-hexahydro-2H-pyrido[4,3-b]indole-2-carboxylate C1(=CC=CC=C1)C(C1=CC=CC=C1)=NC1=CC=CC=2[C@H]3[C@@H](NC12)CCN(C3)C(=O)OCC